C(CCCCC)NC(=O)C1CN(CCCN1C(CCCCCCC)=O)S(=O)(=O)C=1C=C(C(=O)N2C[C@H]([C@@H](C2)C(=O)N[C@@H]2[C@H](C2)C2=CC=CC=C2)C(=O)N[C@@H]2[C@H](C2)C2=CC=CC=C2)C=CC1 (3S,4S)-1-(3-((3-(hexylcarbamoyl)-4-octanoyl-1,4-diazepan-1-yl)sulfonyl)benzoyl)-N3,N4-bis((1S,2R)-2-phenylcyclopropyl)pyrrolidine-3,4-dicarboxamide